CCC1=C(C[C@H]2C3=CC(=C(C=C3CCN2C1)OC)OC)C[C@@H]4C5=CC(=C(C=C5CCN4)OC)OC The molecule is a pyridoisoquinoline which was developed in response to the cardiovascular toxicity associated with emetine and results from the dehydrogenation of the heterotricylic ring of emetine. It is an antiprotozoal agent and displays antimalarial, antiamoebic, and antileishmanial properties. It has a role as an antiprotozoal drug, an antimalarial and an antileishmanial agent. It is a member of isoquinolines, an aromatic ether and a pyridoisoquinoline. It derives from a hydride of an emetan.